C(C)(C)(C)C1=CC=2C(C3=CC=CC=C3C(C2C=C1)=O)=O 2-(t-butyl)anthraquinone